1,3-dihydro-spiro[inden-2,4'-piperidin]-1-amine N1CCC2(CC1)C(C1=CC=CC=C1C2)N